tert-butyl 3-[5-(2-amino-2-oxo-ethyl)-3-pyridyl]-2,7-dimethyl-5,7-dihydro-4H-pyrazolo[3,4-c]pyridine-6-carboxylate NC(CC=1C=C(C=NC1)C=1N(N=C2C(N(CCC21)C(=O)OC(C)(C)C)C)C)=O